[K+].C(#N)CC(=O)[O-].[Se+2].C(#N)CC(=O)[O-].C(#N)CC(=O)[O-] Selenium cyanoacetic acid potassium salt